3-((12-(thiophen-2-yl)dodecyl)thio)propyl hydrogen ((((R)-1-(6-amino-9H-purin-9-yl)propan-2-yl)oxy)methyl)phosphonate NC1=C2N=CN(C2=NC=N1)C[C@@H](C)OCP(OCCCSCCCCCCCCCCCCC=1SC=CC1)(O)=O